FC1=C(C=C(C=C1C)C1=NN2C(CN(CC2)C(=O)OC(C)(C)C)=C1N1C(NC=C1)=O)C tert-butyl 2-(4-fluoro-3,5-dimethyl-phenyl)-3-(2-oxo-1H-imidazol-3-yl)-6,7-dihydro-4H-pyrazolo[1,5-a]pyrazine-5-carboxylate